C(C)C1=C(C=C(C(=C1)O)F)C1=CC=C2C(=NNC2=C1)C=1N=C2C(N1)=CN=C2 2-(6-(2-ethyl-5-fluoro-4-hydroxyphenyl)-1H-indazol-3-yl)pyrrolo[3,4-d]imidazol